meta-phenylenediamine methyl formate C(=O)OC.C1(=CC(=CC=C1)N)N